(2R)-2-(5-cyclopropyl-1,3,4-oxadiazol-2-yl)-4-(p-toluenesulfonyl)morpholine C1(CC1)C1=NN=C(O1)[C@H]1CN(CCO1)S(=O)(=O)C1=CC=C(C)C=C1